BrCC(=O)C1=NC(=CC=C1)C1CC1 2-Bromo-1-(6-cyclopropylpyridin-2-yl)ethane-1-one